FC(OC1=CC2=C(SCCN2)C=C1C1=NNC=C1NC(=O)C=1C=NN2C1N=CC=C2)F N-(3-(6-(difluoromethoxy)-3,4-dihydro-2H-benzo[b][1,4]thiazin-7-yl)-1H-pyrazol-4-yl)pyrazolo[1,5-a]pyrimidine-3-carboxamide